Decan-8-ol CCCCCCCC(CC)O